FC=1C=C2CC(NC2=CC1)=O (Z)-5-fluoro-2-oxoindolin